1-cyclopentyl-1H-pyrazol C1(CCCC1)N1N=CC=C1